FC=1C=C2C(C(=CN(C2=CC1N1[C@H](CCC1)COC1=NC=CC=C1)C1CC(C1)O)C(=O)O)=O (R)-6-fluoro-1-(3-hydroxycyclobutyl)-4-oxo-7-(2-((pyridin-2-yloxy)methyl)pyrrolidin-1-yl)-1,4-dihydroquinoline-3-carboxylic acid